O=C(CCCCCC(=O)OCCC(CCCCCCCC)CCCCCCCC)CCCCCCCCC 3-Octylundecyl 7-Oxohexadecanoate